FC([C@H](C)NC(OCC1C2=CC=CC=C2C=2C=CC=CC12)=O)=O 9H-Fluoren-9-ylmethyl [(2S)-1-fluoro-1-oxopropan-2-yl]carbamate